N1C=C(C2=CC=CC=C12)CCNC1=NC(=NC2=C1OCCN2)C=2C(=NC=CC2)O 3-[4-[2-(1H-indol-3-yl)ethylamino]-7,8-dihydro-6H-pyrimido[5,4-b][1,4]oxazin-2-yl]pyridin-2-ol